CC(C)CCC[C@@H](C)[C@H]1CC[C@H]2[C@@H]3CC=C4C[C@@H](O)C(C([C@]4(C)[C@H]3CC[C@]12C)[3H])[3H] [1,2-3H]Cholesterol